1-(pyrimidin-2-ylmethyl)-6-[3-(trifluoromethyl)phenyl]-3H-imidazo[4,5-b]Pyridine N1=C(N=CC=C1)CN1CNC2=NC=C(C=C21)C2=CC(=CC=C2)C(F)(F)F